C1(CCCCC1)NC(=O)C1CN(C1)C1=C(C=C2C(C(=CN(C2=N1)C=1SC=CN1)C(=O)O)=O)F 7-[3-(Cyclohexylcarbamoyl)azetidin-1-yl]-6-fluoro-4-oxo-1-(1,3-thiazol-2-yl)-1,4-dihydro-1,8-naphthyridine-3-carboxylic acid